2-[4-(10H-phenoxazin-10-yl)phenyl]-4,6-diphenyl-1,3,5-triazine C1=CC=CC=2OC3=CC=CC=C3N(C12)C1=CC=C(C=C1)C1=NC(=NC(=N1)C1=CC=CC=C1)C1=CC=CC=C1